5-{2-acetamidoimidazo[1,2-b]pyridazin-6-yl}-2-methoxy-N-{[2-(trifluoro-methoxy)phenyl]methyl}pyridine-3-carboxamide C(C)(=O)NC=1N=C2N(N=C(C=C2)C=2C=C(C(=NC2)OC)C(=O)NCC2=C(C=CC=C2)OC(F)(F)F)C1